1-[(1S,2S)-2-{[(1R,2R)-2-pentylcyclopropyl]methyl}cyclopropyl]nonadecan-10-amine C(CCCC)[C@H]1[C@H](C1)C[C@H]1[C@H](C1)CCCCCCCCCC(CCCCCCCCC)N